[Cl-].O[Si](CCC[N+](CCCCCCCCCCCCCCCCCC)(C)C)(O)O 3-[trihydroxysilyl]propyldimethyl-octadecyl-ammonium chloride